3-(4-(prop-2-yn-1-yloxy)phenyl)-2H-pyrrole-2-imine C(C#C)OC1=CC=C(C=C1)C=1C(N=CC1)=N